N-[4-[[3-(2-aminoethylcarbamoyl)cyclobutyl]carbamoyl]-3-chloro-phenyl]-5-(2,3-difluoro-4-methoxyphenyl)-1-methylimidazole-2-carboxamide NCCNC(=O)C1CC(C1)NC(=O)C1=C(C=C(C=C1)NC(=O)C=1N(C(=CN1)C1=C(C(=C(C=C1)OC)F)F)C)Cl